C(C)OC1=NC=CC=C1C1=NC=2C(N(CC3(C(CN(CC3)C=3C(=NC=CC3)C(F)(F)F)CC)C2C=C1)[C@@H]1CNCC1)=O 2-(2-ethoxypyridin-3-yl)-3'-ethyl-7-[(3S)-pyrrolidin-3-yl]-1'-[2-(trifluoromethyl)pyridin-3-yl]-6,7-dihydro-8H-spiro[1,7-naphthyridine-5,4'-piperidin]-8-one